NC1=COC(=C1)C(C)N 3-amino-5-(alpha-aminoethyl)-furan